C(C)(C)(C)OC(=O)N1CCN(CC1)C1=NC=CN=C1OC1=CC=C(C=C1)C(F)(F)F 4-{3-[4-(trifluoromethyl)phenoxy]pyrazin-2-yl}piperazine-1-carboxylic acid tert-butyl ester